2-[[(1R,3R)-3-imidazo[1,2-a]pyridin-3-ylcyclohexyl]amino]-4-(2-oxaspiro[3.3]heptan-6-ylamino)pyrimidine-5-carbonitrile N=1C=C(N2C1C=CC=C2)[C@H]2C[C@@H](CCC2)NC2=NC=C(C(=N2)NC2CC1(COC1)C2)C#N